[Ca].N(CCO)(CCO)CCO triethanolamine, calcium salt